hexafluoroisopropyl-aniline FC1=C(C(=C(C(=C1N(C(C)C)F)F)F)F)F